[N+](=O)([O-])C=1C(=NC=C(C(=O)OC)C1)NC[C@H]1OCC1 methyl (S)-5-nitro-6-((oxetan-2-ylmethyl)amino)nicotinate